[6-(4-tert-butylpyrazol-1-yl)-5-methyl-3-pyridyl]-[4-(5-chlorooxazolo[4,5-b]pyridin-2-yl)piperazin-1-yl]methanone C(C)(C)(C)C=1C=NN(C1)C1=C(C=C(C=N1)C(=O)N1CCN(CC1)C=1OC=2C(=NC(=CC2)Cl)N1)C